4-methyldioxolane CC1OCOC1